4-{[3-(5-cyanopyrazin-2-yl)-2-methoxyphenyl]amino}-6-cyclopropaneamido-N-(2H3)methylpyridazine-3-carboxamide C(#N)C=1N=CC(=NC1)C=1C(=C(C=CC1)NC1=C(N=NC(=C1)NC(=O)C1CC1)C(=O)NC([2H])([2H])[2H])OC